The molecule is a monocarboxylic acid amide obtained by the formal condensation of the carboxy group of 4-chlorobenzoic acid with the amino group of 2-[4-(2-aminoethyl)phenoxy]-2-methylpropanoic acid. Benafibrate is used for the treatment of hyperlipidaemia. It has a role as a xenobiotic, an environmental contaminant and an antilipemic drug. It is a monocarboxylic acid, an aromatic ether, a member of monochlorobenzenes and a monocarboxylic acid amide. It derives from a propionic acid. CC(C)(C(=O)O)OC1=CC=C(C=C1)CCNC(=O)C2=CC=C(C=C2)Cl